tert-butyl 3-(3-chloro-5-((((2-(2,6-dioxopiperidin-3-yl)-3-oxoisoindolin-5-yl)methoxy)carbonyl)amino)-2-methylphenoxy)pyrrolidine-1-carboxylate ClC=1C(=C(OC2CN(CC2)C(=O)OC(C)(C)C)C=C(C1)NC(=O)OCC=1C=C2C(N(CC2=CC1)C1C(NC(CC1)=O)=O)=O)C